(R)-benzyl 2-((tert-butoxycarbonyl)amino)-3-phenylpropionate C(C)(C)(C)OC(=O)N[C@@H](C(=O)OCC1=CC=CC=C1)CC1=CC=CC=C1